2-methylthio-1,4-diisopropenylbenzene CSC1=C(C=CC(=C1)C(=C)C)C(=C)C